ClC1=CC=C2C(N(C(=NC2=C1)C)C1=CC=C(C=C1)S)=O 7-chloro-3-(4-mercaptophenyl)-2-methyl-quinazolin-4(3H)-one